CC1=NN(C=C1NC1=NC=C(C(=N1)C=1SC=C(C1)S(=O)(=O)C)C(F)(F)F)C1CN(C1)C N-[3-methyl-1-(1-methylazetidin-3-yl)pyrazol-4-yl]-4-(4-methylsulfonyl-2-thienyl)-5-(trifluoromethyl)pyrimidin-2-amine